C(C)(C)(C)OC(=O)N1C[C@H](N(CC1)C=1C=CC(=NC1C(=O)O)C=1C(=NC=CC1)OCC)CC 5-[(2R)-4-[(tert-butoxy)carbonyl]-2-ethylpiperazin-1-yl]-2'-ethoxy-[2,3'-bipyridine]-6-carboxylic acid